CN(C1(NC=NC=C1C)C)C 4-dimethylamino-4,5-dimethylpyrimidine